FC=1C=C(C=C(C1COC)F)C1CC=NN1C(=O)C12CC(C1)(C2)COC2=NC=C(C#N)C=C2 6-((3-(5-(3,5-difluoro-4-(methoxymethyl)phenyl)-4,5-dihydro-1H-pyrazole-1-carbonyl)-bicyclo[1.1.1]pentan-1-yl)-methoxy)nicotinonitrile